BrC=1C(=CC=2C3(C4=CC=CC=C4C2C1)CCCC3)N 3'-bromospiro[cyclopentane-1,9'-fluorene]-2'-amine